CC1=CC=C(C=N1)C(C)=O 1-(6-methylpyridin-3-yl)ethan-1-one